ClC=1C(=C2C=NN(C2=CC1)C1OCCCC1)B1OC(C(O1)(C)C)(C)C 5-Chloro-1-(tetrahydro-2H-pyran-2-yl)-4-(4,4,5,5-tetramethyl-1,3,2-dioxaborolan-2-yl)-1H-indazole